C1(CC1)C=1N=NN(C1)[C@H](C(=O)N1[C@@H](C[C@H](C1)O)C(=O)NCCC1=C(C(=CC=C1)F)F)C(C)(C)C (2S,4r)-1-[(2S)-2-(4-cyclopropyl-triazol-1-yl)-3,3-dimethyl-butyryl]-N-[2-(2,3-difluorophenyl)ethyl]-4-hydroxy-pyrrolidine-2-carboxamide